5-methyl-2-furoic acid CC1=CC=C(O1)C(=O)O